1-(3-cyano-6-(2-hydroxy-2-methylpropoxy)pyrazolo[1,5-a]pyridin-4-yl)piperidine C(#N)C=1C=NN2C1C(=CC(=C2)OCC(C)(C)O)N2CCCCC2